3-(2-chloro-6-methyl-4-pyridinyl)-2-(3-cyanophenyl)-N-(1-methylazetidin-3-yl)pyrazolo[1,5-a]pyrimidine-5-carboxamide ClC1=NC(=CC(=C1)C=1C(=NN2C1N=C(C=C2)C(=O)NC2CN(C2)C)C2=CC(=CC=C2)C#N)C